C1CCC12C(CCC2)N2CCC(CC2)N2N=CC=C2 1-(1-(spiro[3.4]octan-5-yl)piperidin-4-yl)-1H-pyrazol